NC1=NC(=NC(=N1)Cl)NC=1C=C(C=CC1)NC(C=C)=O N-(3-((4-amino-6-chloro-1,3,5-triazin-2-yl)amino)phenyl)acrylamide